[C@@H]1([C@H](O)[C@H](O)[C@H](O1)CO)N1C2=NC=NC(=C2N=C1)N(C(=O)N[C@@H]([C@H](O)C)C(=O)O)C N-((9-β-D-ribofuranosylpurine-6-yl)N-methyl-carbamoyl)threonine